CC(C)(C)OC(=O)NCCCC(=O)O N-Boc-γ-aminobutyric acid